6-((6-chloro-4-(dimethylamino)pyridin-3-yl)amino)-1,3-dimethyl-4-(tetrahydro-2H-pyran-4-yl)-1,3-dihydro-2H-benzo[d]imidazol-2-one ClC1=CC(=C(C=N1)NC=1C=C(C2=C(N(C(N2C)=O)C)C1)C1CCOCC1)N(C)C